N4-(3-chloro-4-(pyridin-2-ylmethoxy)phenyl)-7-(quinuclidin-4-ylethynyl)quinazoline-4,6-diamine ClC=1C=C(C=CC1OCC1=NC=CC=C1)NC1=NC=NC2=CC(=C(C=C12)N)C#CC12CCN(CC1)CC2